NC1=C(C#N)C(=CC(=N1)C=1C=C2C(N(C(C2=CC1)=O)C1C(NC(CC1)=O)=O)C)C 2-amino-6-(2-(2,6-dioxopiperidin-3-yl)-3-methyl-1-oxoisoindolin-5-yl)-4-methylnicotinonitrile